Ethyl 1-{2-[1-(benzyloxycarbonylamino)-2,2-dicyclopropylethyl]-1H-imidazo[4,5-b]-pyridin-5-yl}-4,4-difluorocyclohexanecarboxylate C(C1=CC=CC=C1)OC(=O)NC(C(C1CC1)C1CC1)C=1NC=2C(=NC(=CC2)C2(CCC(CC2)(F)F)C(=O)OCC)N1